C(C)(C)N1N=CC(=C1C(=O)NCCC1=CC=C(C=C1)C)OC1=CC(=CC=C1)C(F)(F)F 1-isopropyl-N-(4-methylphenylethyl)-4-(3-(trifluoromethyl)phenoxy)-1H-pyrazole-5-carboxamide